COC(C(=C)C)=O.N=O (nitroxyl) methyl-methacrylate